6-bromo-1-((S)-1-tert-butyldimethylsilyloxymethyl-2-methylpropyl)-7-fluoro-4-oxo-1,4-dihydroquinoline-3-carboxylic acid ethyl ester C(C)OC(=O)C1=CN(C2=CC(=C(C=C2C1=O)Br)F)[C@@H](C(C)C)CO[Si](C)(C)C(C)(C)C